Cl.Cl.FC=1C(=C(C=CC1F)C=1N=C(SC1)N1CCOCC1)OCCOCCN1CCNCC1 4-(4-(3,4-Difluoro-2-(2-(2-(piperazin-1-yl)ethoxy)ethoxy)phenyl)thiazol-2-yl)morpholine dihydrochloride